C1(=CC=C(C=C1)C(CC(=O)O)NC1=CC=CC2=CC=CC=C12)C1=CC=CC=C1 3-([1,1'-biphenyl]-4-yl)-3-(naphthalen-1-ylamino)propionic acid